ClC1=C(C=CC=C1NC=1N=CC=C2C=C(C=NC12)CN1C[C@@H](CC1)O)C1=C(C(=CC=C1)C1=NN2C(C(CCC2)NCCO)=C1)Cl (3R)-1-((8-((2,2'-dichloro-3'-(4-((2-hydroxyethyl)amino)-4,5,6,7-tetrahydropyrazolo[1,5-a]pyridin-2-yl)-[1,1'-biphenyl]-3-yl)amino)-1,7-naphthyridin-3-yl)methyl)pyrrolidin-3-ol